NC[C@@H](O)C=1C=NC(=NC1)C1=C(C=C(C=C1)Cl)OC=1N(N=C(C1)C1=NC=CC=C1)C (1S)-2-amino-1-[2-[4-chloro-2-(2-methyl-5-pyridin-2-ylpyrazol-3-yl)oxyphenyl]pyrimidin-5-yl]ethanol